Cl.CS(=O)(=O)CCC1CCNCC1 4-(2-(methylsulfonyl)ethyl)piperidine, hydrochloride